5,6-dichloro-1-(2-(dimethylamino)ethyl)-3-(1-(4-fluorobenzyl)piperidin-4-yl)-1,3-dihydro-2H-benzo[d]imidazol-2-one ClC1=CC2=C(N(C(N2C2CCN(CC2)CC2=CC=C(C=C2)F)=O)CCN(C)C)C=C1Cl